ClC1=C2C=3C(=C4C(=NC3C=C1F)C1=CC3=C(C(N1C4)=O)COC([C@]3(O)CC)=O)C(CC2)NC(C)=O N-((9S)-4-chloro-9-ethyl-5-fluoro-9-hydroxy-10,13-dioxo-2,3,9,10,13,15-hexahydro-1H,12H-benzo[de]pyrano[3',4':6,7]indolizino[1,2-b]quinolin-1-yl)acetamide